benzyl (S)-6-hydroxy-6-methyl-1,4-oxazepane-4-carboxylate O[C@]1(CN(CCOC1)C(=O)OCC1=CC=CC=C1)C